C(=O)(OC(C)(C)C)N(C)O N-Boc-N-methylhydroxyamine